N,N-diglycidylaniline C(C1CO1)N(C1=CC=CC=C1)CC1CO1